2-((3-chloro-2-methylphenyl)amino)-4-methoxy-N-(4-(piperazin-1-yl)phenyl)benzamide ClC=1C(=C(C=CC1)NC1=C(C(=O)NC2=CC=C(C=C2)N2CCNCC2)C=CC(=C1)OC)C